5-methylene-4-methyl-2-[3-fluoro-4-(trifluoromethyl)phenyl]thiazole C=C1C(=NC(S1)C1=CC(=C(C=C1)C(F)(F)F)F)C